6-(2-cyano-4-fluorophenyl)-N-(1-cyclopropylethyl)-8-methylimidazo[1,2-b]pyridazine-3-carboxamide C(#N)C1=C(C=CC(=C1)F)C=1C=C(C=2N(N1)C(=CN2)C(=O)NC(C)C2CC2)C